FC1CN(CCC1N(C([O-])=O)C=1N=CC2=C(C(=C(C=C2C1)C1=C(C2=C(OCCN2)N=C1)C)F)N)C1COCC1 3-Fluoro-1-(tetrahydrofuran-3-yl)piperidin-4-yl(8-amino-7-fluoro-6-(8-methyl-2,3-dihydro-1H-pyrido[2,3-b][1,4]oxazin-7-yl)isoquinolin-3-yl)carbamate